2-chloro-N-(3-cyano-4-fluorophenyl)-1,4-dimethyl-5-(2-((3-methyloxetan-3-yl)amino)-2-oxoacetyl)-1H-pyrrole-3-carboxamide ClC=1N(C(=C(C1C(=O)NC1=CC(=C(C=C1)F)C#N)C)C(C(=O)NC1(COC1)C)=O)C